CN(CCCCCCNC(C1=NC=C(C=C1)[76Br])=O)C N-(6-(dimethylamino)hexyl)-5-[76Br]bromopicolinamide